2-(2-fluoro-3-(methoxycarbonyl)phenyl)-1H-pyrrole-1-carboxylic acid tert-butyl ester C(C)(C)(C)OC(=O)N1C(=CC=C1)C1=C(C(=CC=C1)C(=O)OC)F